2-(1-chloroallyl)-2-isobutyl-1,3-propanediol ClC(C=C)C(CO)(CO)CC(C)C